chloro(dimethyl)vinylsilane Cl[SiH2]C=C(C)C